2,4,6-tri-tert-butylbromobenzene C(C)(C)(C)C1=C(C(=CC(=C1)C(C)(C)C)C(C)(C)C)Br